C(C1=CC=CC=C1)NC=1SC=2CC[C@@]3([C@H]4CC[C@@]5(C(CC[C@H]5[C@@H]4CC=C3C2N1)=O)C)C (1S,2R,13R,14S,18S)-7-(benzylamino)-2,18-dimethyl-6-thia-8-azapentacyclo[11.7.0.02,10.05,9.014,18]icosa-5(9),7,10-trien-17-one